2-chloro-6a,7,9,10-tetrahydropyrazino[1,2-d]pyrido[3,2-b][1,4]oxazine-8(6H)-carboxylic acid tert-butyl ester C(C)(C)(C)OC(=O)N1CC2N(C3=C(OC2)C=CC(=N3)Cl)CC1